C(C)N1C(NC2=C1C=CC=C2)=O 3-ethyl-1H-benzimidazol-2-one